ClC=1C=CC(=C(C1)[C@@H]1C[C@@H](C=2N1N=C(N2)S(=O)(=O)[C@H]2[C@@H](C2)F)F)F (5s,7s)-5-(5-chloro-2-fluoro-phenyl)-7-fluoro-2-[(1r,2r)-2-fluorocyclopropyl]sulfonyl-6,7-dihydro-5H-pyrrolo[1,2-b][1,2,4]triazole